N[C@H](C(=O)OCC)CC(C)C ethyl (2S)-2-amino-4-methyl-pentanoate